C(C)C1=NN=C(S1)NC(=O)C1(CCCC1)C[C@H](C(=O)O)CCC (R)-2-({1-[(5-ethyl-1,3,4-thiadiazol-2-yl)carbamoyl]cyclopentyl}methyl)valeric acid